4-(5-methylpiperidin-2-yl)Pyrrolidin-2-one CC1CCC(NC1)C1CC(NC1)=O